1-N-octadecyl-2-pyrrolidone C(CCCCCCCCCCCCCCCCC)N1C(CCC1)=O